OC(=O)C(F)(F)F.CC1=C(C(NC(=C1)C)=O)CC1=C(C(=C(C(=O)N)C=C1C1=NC=C(N=C1)C)C)N(CC)C1CCC(CC1)N(C)C (4,6-dimethyl-2-oxo-1,2-dihydropyridin-3-yl)methyl-3-(((1r,4r)-4-(dimethylamino)cyclohexyl)(ethyl)amino)-2-methyl-5-(5-methylpyrazin-2-yl)-benzamide TFA salt